C(C)(=O)C1=C(C=CC(=N1)C1=NC=C(C(=C1)N1C(C(=C(C=C1C)OCC1=NC=C(C=C1F)F)Cl)=O)C)F 1-{6'-acetyl-5'-fluoro-5-methyl-[2,2'-bipyridin]-4-yl}-3-chloro-4-[(3,5-difluoropyridin-2-yl)methoxy]-6-methylpyridin-2-one